The molecule is a quercetin O-glucoside in which a glucofuranosyl residue is attached at position 3 of quercetin via a beta-glycosidic linkage. It has a role as a metabolite. It is a beta-D-glucoside, a quercetin O-glucoside, a monosaccharide derivative and a tetrahydroxyflavone. C1=CC(=C(C=C1C2=C(C(=O)C3=C(C=C(C=C3O2)O)O)O[C@H]4[C@@H]([C@H]([C@H](O4)[C@@H](CO)O)O)O)O)O